FC=1C(=C(C=NC1)NCC=1C=C2N=CC=NC2=CC1)O[C@H]1CN[C@H](C1)C 5-fluoro-4-(((3R,5S)-5-methylpyrrolidin-3-yl)oxy)-N-(quinoxalin-6-ylmethyl)pyridin-3-amine